FC1=CC=C(C(=O)NNC(C(=O)N(C2=CC(=C(C(=C2)OC)OC)OC)CC2=CC=C(C=C2)OC)=O)C=C1 2-(2-(4-fluorobenzoyl)hydrazino)-N-(4-methoxybenzyl)-2-oxo-N-(3,4,5-trimethoxyphenyl)acetamide